(E)-ethyl 5-(1-methyl-1H-1,2,3-triazol-4-yl)pent-2-enoate CN1N=NC(=C1)CC/C=C/C(=O)OCC